FC1CC(CN(C1)C1=NC=C(N=C1)C)NCC1=CC(=NC=C1)C 5-fluoro-1-(5-methylpyrazin-2-yl)-N-[(2-methylpyridin-4-yl)methyl]piperidin-3-amine